2-[1-[[4-[2-(2-amino-3-pyridyl)-5-phenyl-imidazo[4,5-b]pyridin-3-yl]phenyl]methyl]-piperidyl]propanoic acid NC1=NC=CC=C1C1=NC=2C(=NC(=CC2)C2=CC=CC=C2)N1C1=CC=C(C=C1)CN1C(CCCC1)C(C(=O)O)C